C(C)OC(=O)C=1C(=NC2=C(C(=CC=C2C1)Br)C=O)OC.COC1=C(C(=CC(=C1)C=C[N+](=O)[O-])OC)SCCC(C)C (2,6-dimethoxy-4-(2-nitrovinyl)phenyl)(isopentyl)sulfane ethyl-7-bromo-8-formyl-2-methoxyquinoline-3-carboxylate